C(#N)C[C@@H]1N(CCN(C1)C=1C2=C(N=C(N1)OC[C@H]1N(CCC1)C)C(N(C(=N2)C)C2=CC(=CC1=CC=CC=C21)OC)=O)C(=O)OCC2=CC=CC=C2 benzyl (S)-2-(cyanomethyl)-4-(7-(3-methoxynaphthalen-1-yl)-6-methyl-2-(((S)-1-methylpyrrolidin-2-yl)methoxy)-8-oxo-7,8-dihydropyrimido[5,4-d]pyrimidin-4-yl)piperazine-1-carboxylate